2-(phosphonomethyl)-pentanoic acid P(=O)(O)(O)CC(C(=O)O)CCC